6-chloro-3-(4-(methylthio)pyrimidin-2-yl)imidazo[1,2-a]pyrazine ClC=1N=CC=2N(C1)C(=CN2)C2=NC=CC(=N2)SC